dimethoxy(methyl){2-[(oxiran-2-yl)methoxy]ethyl}silane CO[Si](CCOCC1OC1)(C)OC